NC=1C2=C(N=CN1)N(C(=C2C2=CC=C(C=C2)OC2=CC=CC=C2)C#CC2CCN(CC2)C(C(=O)O)C)C(C)C 2-(4-((4-amino-7-isopropyl-5-(4-phenoxyphenyl)-7H-pyrrolo[2,3-d]pyrimidin-6-yl)ethynyl)piperidin-1-yl)propanoic acid